2-dimethylamino-2-methylpropane-1-one CN(C(C=O)(C)C)C